BrC=[NH+][O-] bromonitrone